N'-(2,5-dimethyl-4-phenoxy-phenyl)N-ethyl-N-methyl-formamidine CC1=C(C=C(C(=C1)OC1=CC=CC=C1)C)N=CN(C)CC